C(C)(C)(C)OC(=O)N1CC(C2(CC1)CCCCC2)OCCN (2-Aminoethoxy)-3-azaspiro[5.5]Undecane-3-carboxylic acid tert-butyl ester